FC=1C=C(C=CC1O)C1=C(NC=2N(C1=O)N=C(C2C2=CC=CC=C2)C2=CC=CC=C2)C 6-(3-fluoro-4-hydroxyphenyl)-5-methyl-2,3-diphenylpyrazolo[1,5-a]pyrimidin-7(4H)-one